ClC1=NC=C(C(=N1)OC=1N=CC=2CCC3=C(C2C1F)NC1=C3C(NCC1C)=O)COC(F)(F)F 2-((2-chloro-5-((trifluoromethoxy)methyl)pyrimidin-4-yl)oxy)-1-fluoro-10-methyl-5,6,8,9,10,11-hexahydro-7H-pyrido[3',4':4,5]pyrrolo[2,3-f]isoquinolin-7-one